FC=1C=C(COC2CC(C2)NCC2=C3C=CN=CC3=CC=C2F)C=CC1F (1r,3r)-3-((3,4-difluorobenzyl)oxy)-N-((6-fluoroisoquinolin-5-yl)methyl)cyclobutan-1-amine